tert-butyl-[2-[[tert-butyl(dimethyl)silyl]oxymethyl]-4-[4-[(E)-2-[4-(3,3-diethylpentoxy)phenyl]vinyl]phenoxy]-2-ethyl-butoxy]-dimethyl-silane C(C)(C)(C)[Si](C)(C)OCC(CCOC1=CC=C(C=C1)\C=C\C1=CC=C(C=C1)OCCC(CC)(CC)CC)(CC)CO[Si](C)(C)C(C)(C)C